tert-Butyl (1-((6-(4,4-difluoropiperidin-1-yl)pyridin-3-yl)sulfonyl)piperidin-4-yl)(methyl)carbamate FC1(CCN(CC1)C1=CC=C(C=N1)S(=O)(=O)N1CCC(CC1)N(C(OC(C)(C)C)=O)C)F